C(C(C)C)(=O)OC1([C@H](OC(C(C)C)=O)[C@@H](OC(C(C)C)=O)[C@H](O[C@H]2[C@H](OC(C(C)C)=O)[C@@H](OC(C(C)C)=O)[C@@H](OC(C(C)C)=O)[C@H](O2)COC(C(C)C)=O)[C@H](O1)COC(C(C)C)=O)OC methoxy-lactose octaisobutyrate